5-(2-hydroxyethylidene)-9,13-dimethyl-tetradec-8,12-dien-2-one OCC=C(CCC(C)=O)CCC=C(CCC=C(C)C)C